6-bromo-4-hydroxy-8'-methyl-2'H-spiro[cyclohexane-1,3'-imidazo[1,5-a]pyridine]-1',5'-dione BrC1CC(CCC12NC(C=1N2C(C=CC1C)=O)=O)O